tetra(2,2,6,6-tetramethyl-4-piperidinyl)butane zinc [Zn].CC1(NC(CC(C1)C(C(C)(C1CC(NC(C1)(C)C)(C)C)C1CC(NC(C1)(C)C)(C)C)(C)C1CC(NC(C1)(C)C)(C)C)(C)C)C